(1-hydroxy-1-methyl-propenyl)androsta-5-en-3β-ol OC(=C(C)C[C@@]12CCC[C@H]1[C@@H]1CC=C3C[C@H](CC[C@]3(C)[C@H]1CC2)O)C